CC1=NC(=NO1)C1=CC=CC(=N1)C(=O)NCCN1CC2=CC=C(C=C2C1=O)C(=O)OC(C)C Propan-2-yl 2-(2-{[6-(5-methyl-1,2,4-oxadiazol-3-yl)pyridin-2-yl]formamido}ethyl)-3-oxo-2,3-dihydro-1H-isoindole-5-carboxylate